C(CCC)N1C(N(C(C(C1=O)=C(N)N)=O)C1CCC2(CC3(C(N(C(N3)=O)C)=O)C2)CC1)=O 1-butyl-5-(diaminomethylene)-3-((5S,7s,10S)-3-methyl-2,4-dioxo-1,3-diazadispiro[4.1.57.15]tridecan-10-yl)pyrimidine-2,4,6(1H,3H,5H)-trione